(4aS,8aS)-1-(2-methyloxazol-4-yl)-4-(1,4,5,6-tetrahydrocyclopenta[c]pyrazole-3-carbonyl)octahydroquinoxalin-2(1H)-one CC=1OC=C(N1)N1C(CN([C@H]2CCCC[C@H]12)C(=O)C=1C2=C(NN1)CCC2)=O